O1-tert-butyl O2-methyl (2S,4S)-4-[[6-[6-fluoro-2-methyl-3-(1,4-oxazepan-2-ylmethyl)benzimidazol-4-yl]-2-pyridyl]amino]pyrrolidine-1,2-dicarboxylate FC=1C=C(C2=C(N=C(N2CC2OCCCNC2)C)C1)C1=CC=CC(=N1)N[C@H]1C[C@H](N(C1)C(=O)OC(C)(C)C)C(=O)OC